ClC1=CC=C(COC2=CC=C3CCN(CC3=C2)CC2=NC3=C(N2C[C@H]2OCC2)C=C(C=C3)C(=O)OC(C)(C)C)C=C1 tert-butyl (S)-2-((7-((4-chlorobenzyl) oxy)-3,4-dihydroisoquinolin-2(1H)-yl) methyl)-1-((oxetan-2-yl) methyl)-1H-benzo[d]imidazole-6-carboxylate